3-[1-[7-morpholino-2-(3-pyridinyl)pyrazolo[1,5-a]pyrimidin-5-yl]pyrazol-3-yl]benzoic acid O1CCN(CC1)C1=CC(=NC=2N1N=C(C2)C=2C=NC=CC2)N2N=C(C=C2)C=2C=C(C(=O)O)C=CC2